CC1=CC(=C(C=C1)S(=O)(=O)N1[C@@H](CCC1)C(=O)OC)C1=CC=NN1C1OCCCC1 Methyl ((4-methyl-2-(1-(tetrahydro-2H-pyran-2-yl)-1H-pyrazol-5-yl)phenyl)sulfonyl)-L-prolinate